hydroxysulfo-succinimide OC1(C(=O)NC(C1)=O)S(=O)(=O)O